(phenyl)(5-hexen-1-yl)methylene(cyclopentadienyl)(2,7-di-tert-butylfluoren-9-yl)zirconium dichloride [Cl-].[Cl-].C1(=CC=CC=C1)C(=[Zr+2](C1C2=CC(=CC=C2C=2C=CC(=CC12)C(C)(C)C)C(C)(C)C)C1C=CC=C1)CCCCC=C